C(C)[C@@H]1N(CCCC1)C(C[C@@H](C(N[C@@H](C)C1=NC2=C(N1)C=CC=C2F)=O)NC(CCC(C)(C)C)=O)=O N-[(1S)-3-[(2S)-2-ethyl-1-piperidyl]-1-[[(1S)-1-(4-fluoro-1H-benzimidazol-2-yl)ethyl]carbamoyl]-3-oxo-propyl]-4,4-dimethyl-pentanamide